C1(CC1)C=1N=CC=2C=C3C(=C(C2C1)S(=O)(=O)NCC(C)(C)F)CC(C3)C3=NC1=C(C=NC=C1)N3 3-cyclopropyl-N-(2-fluoro-2-methylpropyl)-7-(3H-imidazo[4,5-c]pyridin-2-yl)-7,8-dihydro-6H-cyclopenta[g]isoquinoline-5-sulfonamide